2-oxoethyl 4-[2-[3-[4-amino-1-(3-methyloxetan-3-yl) pyrazolo[3,4-d]pyrimidin-3-yl]-5-cyclopropyl-isoxazol-4-yl]pyrimidin-5-yl]piperidine-1-carboxylate NC1=C2C(=NC=N1)N(N=C2C2=NOC(=C2C2=NC=C(C=N2)C2CCN(CC2)C(=O)OCC=O)C2CC2)C2(COC2)C